C(CC)O z-propyl alcohol